ClC1=CC=C(C=C1)C1=CC(=CC=C1)C1=C(C(=CC=2C3=CC=CC=C3C(C12)(C)C)C1=CC=CC=C1)C1=CC=CC=C1 1-(4'-chloro-[1,1'-biphenyl]-3-yl)-9,9-dimethyl-2,3-diphenyl-9H-fluorene